OC=1C=C(C=CC1O)/C=C/C(=O)NCC=1N=NN(C1)CC1=C(C=CC=C1)F (E)-3-(3,4-dihydroxyphenyl)-N-((1-(2-fluorobenzyl)-1H-1,2,3-triazol-4-yl)methyl)acrylamide